C1(CC1)COC=1C=CC(=NC1)C(C(=O)N)(C)N1CCCCC1 (5-(cyclopropylmethoxy)pyridin-2-yl)-2-(piperidin-1-yl)propanamide